NC=1C=C(C=CC1OCOCCOC)N1C(C2=CC=C(C=C2CC1)C1=C(C=C(C=C1)OC(F)(F)F)Br)=O 2-(3-amino-4-((2-methoxyethoxy)methoxy)phenyl)-6-(2-bromo-4-(trifluoromethoxy)phenyl)-3,4-dihydroisoquinolin-1(2H)-one